(S)-4-((2-((2-methylpyridin-3-yl)oxy)ethyl)(4-(5,6,7,8-tetrahydro-1,8-naphthyridin-2-yl)butyl)amino)-2-((6-phenylpyrazin-2-yl)amino)butanoic acid CC1=NC=CC=C1OCCN(CC[C@@H](C(=O)O)NC1=NC(=CN=C1)C1=CC=CC=C1)CCCCC1=NC=2NCCCC2C=C1